(3R)-1-[2-[tert-butyl(dimethyl)silyl]-oxyethyl]piperidin-3-amine [Si](C)(C)(C(C)(C)C)OCCN1C[C@@H](CCC1)N